2-(3-cyanophenyl)-1-[(3-fluorobenzyl)oxy]-4-methyl-1H-imidazole-5-carboxylic acid ethyl ester C(C)OC(=O)C1=C(N=C(N1OCC1=CC(=CC=C1)F)C1=CC(=CC=C1)C#N)C